4-[4-(benzyloxy)-2,3,6-trimethylbenzoyloxy]-2,3,5,6-tetramethylbenzoic acid C(C1=CC=CC=C1)OC1=C(C(=C(C(=O)OC2=C(C(=C(C(=O)O)C(=C2C)C)C)C)C(=C1)C)C)C